Cl.FC1(CNCCC1)F 3,3-difluoropiperidine hydrochloride salt